(5-(4-(4-(2-chloro-5-fluorophenoxy)piperidin-1-yl)phenyl)-1,3,4-thiadiazol-2-yl)methyl cyclobutanecarboxylate C1(CCC1)C(=O)OCC=1SC(=NN1)C1=CC=C(C=C1)N1CCC(CC1)OC1=C(C=CC(=C1)F)Cl